ruthenium (II) terpyridine N1=C(C=CC=C1)C1=NC=CC=C1C1=NC=CC=C1.[Ru+2]